8-methoxy-8-methylbicyclo[4.2.0]octa-1,3,5-trien-2-ol COC1(CC2=CC=CC(=C12)O)C